5-(4-chlorobenzene-1-sulfonyl)-N-[(5-methylpyrazin-2-yl)methyl]thiophene-2-carboxamide ClC1=CC=C(C=C1)S(=O)(=O)C1=CC=C(S1)C(=O)NCC1=NC=C(N=C1)C